3-isopropyl-2-(2-methoxy-6-methylpyridin-4-yl)-5-(piperidin-4-yl)-1H-indole C(C)(C)C1=C(NC2=CC=C(C=C12)C1CCNCC1)C1=CC(=NC(=C1)C)OC